CC1(CN(CC=C1C(=O)OC)C(=O)OC(C)(C)C)C O1-tert-butyl O4-methyl 3,3-dimethyl-2,6-dihydropyridine-1,4-dicarboxylate